diethylsilylbis(4,5,6,7-tetrahydro-1-indenyl)zirconium C(C)[SiH](CC)[Zr](C1C=CC=2CCCCC12)C1C=CC=2CCCCC12